BrCCCCCCCCCC1=C(C=CC=C1)P(C1=CC=CC=C1)C1=CC=CC=C1 (9-bromononyl)triphenylphosphine